C[C@H]1N([C@H](CC1)C)C1=NC=C(C(=N1)OC1=CC=CC=C1)C(=O)N[C@@H](C)\C=C\S(=O)(=O)C 2-((2R,5S)-2,5-dimethylpyrrolidin-1-yl)-N-((S,E)-4-(methylsulfonyl)but-3-en-2-yl)-4-phenoxypyrimidine-5-carboxamide